2,4,2',4'-biphenyltetrol C=1(C(=CC(=CC1)O)O)C=1C(=CC(=CC1)O)O